O1CCOC12CCC(CC2)CC(=O)N 2-(1,4-dioxaspiro[4.5]dec-8-yl)acetamide